((2-(((3S,6S,9S,10aR)-3-((3S,4R)-3-cyano-4-phenylpyrrolidine-1-carbonyl)-9-ethyl-5-oxodecahydropyrrolo[1,2-a]azocin-6-yl)carbamoyl)benzo[b]thiophen-5-yl)fluoromethyl)phosphonic acid C(#N)[C@@H]1CN(C[C@H]1C1=CC=CC=C1)C(=O)[C@@H]1CC[C@H]2N1C([C@H](CC[C@@H](C2)CC)NC(=O)C2=CC1=C(S2)C=CC(=C1)C(F)P(O)(O)=O)=O